C(C)OC=1C=C(C=CC1OCCC)/C=C/C(=O)C1=CC=C(C=C1)N1CCC(CC1)O (E)-3-(3-Ethoxy-4-propoxyphenyl)-1-[4-(4-hydroxypiperidin-1-yl)phenyl]prop-2-en-1-one